2-(benzo[d]thiazol-2-yl)-4-methylphenol S1C(=NC2=C1C=CC=C2)C2=C(C=CC(=C2)C)O